N,N-diethyl-N-(butenyl)amine C(C)N(C=CCC)CC